P(=O)(O)(O)O.C(CCC)N(CCCC)CCCC mono(tributylamine) phosphate